ClC=1C(NC(NC1CSC)=O)=O 5-chloro-6-[[(methylsulfanyl)methyl]]1,2,3,4-tetrahydropyrimidine-2,4-dione